ClC=1C=C2C(=NC1)N=C(N2)C(C)C=2C=C1CCCNC1=CC2 6-(1-(6-chloro-1H-imidazo[4,5-b]pyridin-2-yl)ethyl)-1,2,3,4-tetrahydroquinoline